FC=1C=C(C=CC1S(=O)(=N)C)C1=CC2=C(N=C3N2[C@H]2C4=C(C(N([C@@H]3C2)C([2H])([2H])[2H])=O)C=CC=C4C#C[Si](C(C)C)(C(C)C)C(C)C)C=C1 (7R,14R)-11-(3-fluoro-4-(S-methylsulfonimidoyl)phenyl)-6-(methyl-d3)-1-((triisopropylsilyl)ethynyl)-6,7-dihydro-7,14-methanobenzo[f]benzo[4,5]imidazo[1,2-a][1,4]diazocin-5(14H)-one